OCC[N+](C)(C)C.C(\C=C\C1=CC(OC)=C(O)C(OC)=C1)(=O)C(=O)[C@H](O)[C@@H](O)[C@H](O)[C@H](O)CO sinapoyl-glucose choline